BrC=1C=CC(=C(C1)N1CCN(CC1)C(=O)OC(C)(C)C)C=O tert-butyl 4-(5-bromo-2-formylphenyl)piperazine-1-carboxylate